C12N(CCC2C1)CC1=CC(=NC(=C1)C1CC1)C(=O)O 4-{2-azabicyclo[3.1.0]hexan-2-ylmethyl}-6-cyclopropylpyridine-2-carboxylic acid